tert-Butyl 2-(3'-methoxy-6-methyl-[4,4'-bipyridine]-3-carboxamido)-4,6-dihydro-5H-pyrrolo[3,4-d]thiazole-S-carboxylate COC=1C=NC=CC1C1=C(C=NC(=C1)C)C(=O)NC=1S(C2=C(N1)CNC2)C(=O)OC(C)(C)C